1-(2-((1H-indol-5-yl)amino)pyridin-4-yl)ethanol N1C=CC2=CC(=CC=C12)NC1=NC=CC(=C1)C(C)O